2-bromo-4-methylbenzaldehyde BrC1=C(C=O)C=CC(=C1)C